(1-tert-butoxycarbonyl-7-methoxycarbonyl-indol-2-yl)boronic acid C(C)(C)(C)OC(=O)N1C(=CC2=CC=CC(=C12)C(=O)OC)B(O)O